N-methyl-6-(trifluoro-methyl)-2,3-dihydro-furo[3,2-b]pyridin-3-amine CNC1COC=2C1=NC=C(C2)C(F)(F)F